FC(C=1C(=C(C=CC1)[C@@H](C)NC=1C2=C(N=C(N1)C)N=C(C(=C2)C2(CC2)C#N)OC[C@@H]2N(CCC2)C)F)F 1-(4-(((R)-1-(3-(difluoromethyl)-2-fluorophenyl)ethyl)amino)-2-methyl-7-(((R)-1-methylpyrrolidin-2-yl)methoxy)pyrido[2,3-d]pyrimidin-6-yl)cyclopropane-1-carbonitrile